[I-].CN(C)C1=C([N+](=C(S1)C)CCCCCCC)C=CC1=CC=CC=C1 dimethylaminostyryl-heptyl-methylthiazolium iodide